C(C)(=O)N1[C@H]([C@@H]([C@H](C2=CC(=CC=C12)C(=O)O)NC1=NC=CC=N1)C)C1CC1 (2S,3R,4R)-1-acetyl-2-cyclopropyl-3-methyl-4-(pyrimidin-2-ylamino)-1,2,3,4-tetrahydroquinoline-6-carboxylic acid